2,2-bis(trifluoromethyl)-4-carboxyl-1,3-dioxolane FC(C1(OCC(O1)C(=O)O)C(F)(F)F)(F)F